6-[[(3S)-3-methyl-1-piperidyl]methyl]-2-[3-[5-(4-methyl-1,2,4-triazol-3-yl)spiro[2.3]hexan-5-yl]phenyl]-4-(trifluoromethyl)isoindolin-1-one C[C@@H]1CN(CCC1)CC1=CC(=C2CN(C(C2=C1)=O)C1=CC(=CC=C1)C1(CC2(CC2)C1)C1=NN=CN1C)C(F)(F)F